COC(CC(=O)C=1SC=C(C1)C1=CNC2=CC=C(C=C12)F)=O.FC(C1=CC=C(C=C1)C#C[C@H]1CN(CC1)C(C=C)=O)(F)F (S)-1-(3-((4-(trifluoromethyl)phenyl)ethynyl)pyrrolidin-1-yl)prop-2-en-1-one Methyl-3-(4-(5-fluoro-1H-indol-3-yl)thiophen-2-yl)-3-oxopropanoate